1-pentadecyl-3-methylimidazolium C(CCCCCCCCCCCCCC)N1C=[N+](C=C1)C